N-(3-(4-benzyl-6-((5-(4-phenoxyphenyl)-1H-pyrazol-3-yl)amino)pyridin-2-yl)phenyl)acrylamide C(C1=CC=CC=C1)C1=CC(=NC(=C1)NC1=NNC(=C1)C1=CC=C(C=C1)OC1=CC=CC=C1)C=1C=C(C=CC1)NC(C=C)=O